ClI1OCC2=C1C=CC=C2 1-Chloro-1λ3-benzo[d][1,2]iodaoxol